CN(CCCOC1=NC=C(C=C1NS(=O)(=O)C1=CC=CC=C1)C1=CC=2C3=C(C=NC2C=C1OC)N(C(C31CC1)=O)C)C N-(2-(3-(Dimethylamino)propoxy)-5-(7'-methoxy-3'-methyl-2'-oxo-2',3'-dihydrospiro[cyclopropane-1,1'-pyrrolo[2,3-c]quinolin]-8'-yl)pyridin-3-yl)benzenesulfonamide